C(C)NC(CN1N=C(C=CC1=O)C=1OC(=NN1)N1CCOCC1)=O N-ethyl-2-(3-(5-morpholino-1,3,4-oxadiazol-2-yl)-6-oxopyridazin-1(6H)-yl)acetamide